tert-butyl (2-(((S)-4-((tert-butoxycarbonyl)amino)-3,3-difluoropentyl)oxy)pyridin-4-yl)(1-(tert-butyl)-3-((1R,3R,4S)-3-fluoro-4-hydroxycyclopentyl)-1H-pyrazol-5-yl)carbamate C(C)(C)(C)OC(=O)N[C@H](C(CCOC1=NC=CC(=C1)N(C(OC(C)(C)C)=O)C1=CC(=NN1C(C)(C)C)[C@H]1C[C@H]([C@H](C1)O)F)(F)F)C